C1(CCCC1)CC(=O)NC=1C=C(SC1)C1=CN=CC(=N1)C1=CC(=C(C(=O)N(C)CCN(C)C)C=C1)OC 4-(6-(4-(2-cyclopentylacetamido)thiophen-2-yl)pyrazin-2-yl)-N-(2-(dimethylamino)ethyl)-2-methoxy-N-methylbenzamide